C(C1CO1)C1=C(C(=CC=C1)CC1CO1)C(C1CO1)OC(C1CO1)C1=C(C=CC=C1CC1CO1)CC1CO1 2,6-Diglycidylphenylglycidyl Ether